N1=C(C=CC=C1)[C@@H](CC=C)O |r| racemic-1-(pyridin-2-yl)-but-3-en-1-ol